NC1=NC(=C(C=2C1=NN(C2)CC2=NC=CC=C2)C2=C(N=CO2)C)C2=C(C#N)C=CC=C2 (7-amino-4-(4-methyloxazol-5-yl)-2-(pyridin-2-ylmethyl)-2H-pyrazolo[3,4-c]pyridin-5-yl)benzonitrile